1-benzyl-8-methyl-1,4,8-triazaspiro-[4.5]-decan-2-one dihydrochloride Cl.Cl.C(C1=CC=CC=C1)N1C(CNC12CCN(CC2)C)=O